(benzofuran-6-ylmethyl)-4,4-difluorocyclohexan-1-amine O1C=CC2=C1C=C(C=C2)CC2(CCC(CC2)(F)F)N